C(C)OC(C(=CC(C)(C)C)[N+](=O)[O-])=O 4,4-dimethyl-2-nitropent-2-enoic acid ethyl ester